COC1=NC=CC=C1C1=CC=2C(=NC=C(C2)C(=O)NC=2C(=NC=C(C2)NC(CN2[C@H](CCC2)C)=O)C)N1 (S)-2-(2-methoxypyridin-3-yl)-N-(2-methyl-5-(2-(2-methylpyrrolidin-1-yl)acetamido)pyridin-3-yl)-1H-pyrrolo[2,3-b]pyridine-5-carboxamide